I[C@@H]1[C@H](O[C@H](C1)N1C(NC(C(=C1)C([2H])([2H])[2H])=O)=O)OCP(=O)(OC1=CC=CC=C1)N[C@@H](C)C(=O)OC(C)C isopropyl (((((2R,3S,5R)-3-iodo-5-(5-(methyl-d3)-2,4-dioxo-3,4-dihydropyrimidin-1(2H)-yl)tetrahydrofuran-2-yl)oxy)methyl)(phenoxy)phosphoryl)-L-alaninate